(2-Chloro-5-fluorophenyl)[5-{[2-(4-chlorophenyl)imidazo[1,2-a]pyridin-3-yl]methyl}hexahydropyrrolo[3,4-c]pyrrol-2(1H)-yl]methanone ClC1=C(C=C(C=C1)F)C(=O)N1CC2CN(CC2C1)CC1=C(N=C2N1C=CC=C2)C2=CC=C(C=C2)Cl